C(C)OC(CC=1SC(=CN1)SCC1=CC=C(C=C1)OC)=O.O1COC2=C1C=CC(=C2)CCC(=O)NCCC2=CC=CC=C2 3-(benzo[d][1,3]dioxol-5-yl)-N-(phenylethyl)propanamide ethyl-2-[5-[(4-methoxyphenyl)methylsulfanyl]thiazol-2-yl]acetate